ClC1=NC2=C(N1CC1=NC=C(C=C1)Cl)C=C(C=C2)S(=O)(=O)C 2-chloro-1-((5-chloropyridin-2-yl)methyl)-6-(methylsulfonyl)-1H-benzo[d]imidazole